OC(C1[C@H]2CN(C[C@@H]12)C(=O)OC(C)(C)C)C1=NC=CC=C1 tert-butyl (1R,5S,6r)-6-[hydroxy (2-pyridinyl) methyl]-3-azabicyclo[3.1.0]hexane-3-carboxylate